[Si](C1=CC=CC=C1)(C1=CC=CC=C1)(C(C)(C)C)O[C@@H]1CC[C@H](CC1)C(=O)N(C)OC trans-4-((tert-butyldiphenylsilyl)oxy)-N-methoxy-N-methylcyclohexane-1-carboxamide